C(C1=CC=CC=C1)N(C(C)=O)C(=C)C1=CC=C(C=C1)Cl N-benzyl-N-(1-(4-chlorophenyl)vinyl)acetamide